C(C1=CC=CC=C1)OC1CC(C1)C(C)=O 1-(3-Benzyloxycyclobutyl)ethanone